6-chloro-N-(3,3-difluorocyclobutyl)-2-(3,5-dimethyl-1H-pyrazol-1-yl)pyrimidin-4-amine ClC1=CC(=NC(=N1)N1N=C(C=C1C)C)NC1CC(C1)(F)F